C(=O)O.FC=1C=2N(C=C(C1)NC(=O)N1CCC=3C1=NC=CC3N3CCNC1(CC1)C3)C=C(N2)C N-(8-fluoro-2-methylimidazo[1,2-a]pyridin-6-yl)-4-(4,7-diazaspiro[2.5]octan-7-yl)-2,3-dihydro-1H-pyrrolo[2,3-b]pyridine-1-carboxamide formate